CC1=C(C(=CC=C1)C)C1=CC=NC2=CC(=CC=C12)O[C@@H](C(=O)N1CCC2(CCNC2=O)CC1)C 8-[(2R)-2-[[4-(2,6-dimethylphenyl)-7-quinolyl]oxy]propanoyl]-2,8-diazaspiro[4.5]decan-1-one